diethyl 1-benzyl-6-methyl-9-oxo-4,8-diphenyl-1,7,8-triazaspiro[4.4]non-2,6-diene-2,3-dicarboxylate C(C1=CC=CC=C1)N1C(=C(C(C12C(=NN(C2=O)C2=CC=CC=C2)C)C2=CC=CC=C2)C(=O)OCC)C(=O)OCC